3-((4-chloro-1-methyl-1H-pyrazol-5-yl)methyl)-2-((1-methyl-1H-benzo[d][1,2,3]triazol-6-yl)methyl)isoindolin-1-one ClC=1C=NN(C1CC1N(C(C2=CC=CC=C12)=O)CC=1C=CC2=C(N(N=N2)C)C1)C